3-(pyridin-2-yl)-1,2-benzisothiazole-1,1-dioxide N1=C(C=CC=C1)C1=NS(C2=C1C=CC=C2)(=O)=O